(Z)-1-acetyl-3-((5-(tertiary butyl)-1H-imidazole-4-yl)methylene)piperazine-2,5-dione C(C)(=O)N1C(/C(/NC(C1)=O)=C/C=1N=CNC1C(C)(C)C)=O